C(C1=CC=CC=C1)=C1CC1 benzylidenecyclopropane